(S)-3-methoxy-1-(5-methoxypyrazin-2-yl)-N-(6-(5-methyl-6,7-dihydro-5H-pyrrolo[2,1-c][1,2,4]triazol-3-yl)pyridin-2-yl)-1H-pyrazole-4-carboxamide COC1=NN(C=C1C(=O)NC1=NC(=CC=C1)C=1N2C(=NN1)CC[C@@H]2C)C2=NC=C(N=C2)OC